1,3-butanediol acetoacetate C(CC(=O)C)(=O)O.C(CC(C)O)O